1-(6-chloro-2-{[1-(trans-3-methoxycyclobutyl)-5-methyl-1H-pyrazol-4-yl]amino}quinazolin-7-yl)-4-methylpiperidin-4-ol ClC=1C=C2C=NC(=NC2=CC1N1CCC(CC1)(O)C)NC=1C=NN(C1C)[C@@H]1C[C@H](C1)OC